BrC=1C(=CC(=C(N)C1)CO[Si](C)(C)C(C)(C)C)F 5-bromo-2-[[tert-butyl(dimethyl)silyl]oxymethyl]-4-fluoroaniline